FC1=C(C(=CC(=C1)OC)F)[C@H]1[C@@H](C(NC1)=O)NC1=NN=C(O1)C1=CC=C(OC2=NC=CC=C2C#N)C=C1 2-[4-(5-{[(3S,4R)-4-(2,6-Difluoro-4-methoxyphenyl)-2-oxopyrrolidin-3-yl]amino}-1,3,4-oxadiazol-2-yl)phenoxy]pyridin-3-carbonitril